methyl bromopyrrolate formate C(=O)O.BrC1=C(NC=C1)C(=O)OC